OCC(CO)NCCCCCC(=O)O 6-((1,3-dihydroxypropan-2-yl)amino)hexanoic acid